Cl.ClC1=CC(=NC=C1)NC(C1=NC=C(C=C1)CCCCC)=O N-(4-chloropyridin-2-yl)-5-pentylpicolinamide hydrogen chloride